1-[4-[(4,5-dichloro-2-hydroxyphenyl)[(pyridin-2-yl)amino]methyl]piperidin-1-yl]ethan-1-one ClC1=CC(=C(C=C1Cl)C(C1CCN(CC1)C(C)=O)NC1=NC=CC=C1)O